barium chloride salt [Cl-].[Ba+2].[Cl-]